Methyl (2R)-2-((tert-Butoxycarbonyl)amino)-4-(3-chlorophenyl)-5-((2,2,2-trifluoroethyl)amino)hexanoate C(C)(C)(C)OC(=O)N[C@@H](C(=O)OC)CC(C(C)NCC(F)(F)F)C1=CC(=CC=C1)Cl